5-(3-(phenylthio)pyridin-4-yl)-1H-pyrazol C1(=CC=CC=C1)SC=1C=NC=CC1C1=CC=NN1